phenyl-((1S,2S)-2-phenylcyclopropyl)methanone tert-Butyl-(S)-3-(2-ethoxy-2-oxoethyl)piperazine-1-carboxylate C(C)(C)(C)OC(=O)N1C[C@@H](NCC1)CC(=O)OCC.C1(=CC=CC=C1)C(=O)[C@@H]1[C@H](C1)C1=CC=CC=C1